FC1=CC=C(C=N1)NC(OC[C@@H]1OC2=C(C1)C1=C(N=C(S1)C1=C3N=CC(=NC3=CC(=C1)C)OC)C=C2F)=O (R)-(5-fluoro-2-(2-methoxy-7-methylquinoxalin-5-yl)-7,8-dihydrobenzofuro[5,4-d]thiazol-7-yl)methyl (6-fluoropyridin-3-yl)carbamate